2-benzhydryl-7-(5-(trifluoromethyl)pyridin-2-yl)-2,7-diazaspiro[3.5]nonan-6-one C(C1=CC=CC=C1)(C1=CC=CC=C1)N1CC2(C1)CC(N(CC2)C2=NC=C(C=C2)C(F)(F)F)=O